[(3aR,7R,7aS)-5-(6-benzyloxyhexyl)-2,2-dimethyl-4-oxo-3a,6,7,7a-tetrahydro-[1,3]dioxolo[4,5-c]pyridin-7-yl] methanesulfonate CS(=O)(=O)O[C@H]1[C@@H]2[C@H](C(N(C1)CCCCCCOCC1=CC=CC=C1)=O)OC(O2)(C)C